C(CCC(=O)[O-])(=O)[O-].OCC[N+](C)(C)C.OCC[N+](C)(C)C.CCCCCCCCC METHYL-OCTANE Dicholine succinate